2-((2S,4R)-1-(tert-Butoxycarbonyl)-4-fluoropyridin-2-yl)thiazole-4-carboxylic acid C(C)(C)(C)OC(=O)N1[C@@H](C=C(C=C1)F)C=1SC=C(N1)C(=O)O